FC(S(=O)(=O)OC=1CCN(CC1)C1=C(C=C(C(=C1)F)Cl)F)(F)F 1-(4-Chloro-2,5-difluorophenyl)-1,2,3,6-tetrahydropyridin-4-yl trifluoromethanesulfonate